(1r,2'S,4S)-4-(3-chloroanilino)-2'-[(2R)-3-{[(5R)-5-methoxy-5,6,7,8-tetrahydroquinolin-4-yl]oxy}-2-methylpropyl]-2',3'-dihydrospiro[cyclohexane-1,1'-indene]-4-carboxylic acid ClC=1C=C(NC2(CCC3([C@H](CC4=CC=CC=C34)C[C@H](COC3=CC=NC=4CCC[C@H](C34)OC)C)CC2)C(=O)O)C=CC1